2,3-diethylcyclopentanol C(C)C1C(CCC1CC)O